4-(4-fluoro-6-oxo-2-(trifluoromethyl)-1,6-dihydrochromeno[7,8-d]imidazol-8-yl)benzonitrile FC1=CC=2C(C=C(OC2C2=C1N=C(N2)C(F)(F)F)C2=CC=C(C#N)C=C2)=O